BrC1=C(C=CC=C1)C1N(CC=CC1)C(=O)OCC1=CC=CC=C1 Benzyl 2-(2-bromophenyl)-3,6-dihydro-2H-pyridine-1-carboxylate